2-[(E)-2-cyclohexylvinyl]-4,4,5,5-tetramethyl-1,3,2-dioxaborolane C1(CCCCC1)/C=C/B1OC(C(O1)(C)C)(C)C